CN1C2CC(C(C1)C2)N 2-methyl-2-azabicyclo[2.2.1]heptan-5-amine